C1(CC1)C#CC1=CC=CC(=N1)C=1N=C(NC(C1)=O)C=1C=C(CC(C(=O)N)(C)C)C=CC1C(F)(F)F (3-{4-[6-(cyclopropylethynyl)pyridin-2-yl]-6-oxo-1,6-dihydropyrimidin-2-yl}-4-(trifluoromethyl)benzyl)isobutyramide